((R)-2-((S)-2-((S)-2-amino-3-(1-trityl-1H-imidazol-4-yl)propanamido)-6-(non-1-en-2-ylamino)hexanamido)-3-(4-chlorophenyl)propanoyl)-L-tyrosine N[C@H](C(=O)N[C@H](C(=O)N[C@@H](C(=O)N[C@@H](CC1=CC=C(C=C1)O)C(=O)O)CC1=CC=C(C=C1)Cl)CCCCNC(=C)CCCCCCC)CC=1N=CN(C1)C(C1=CC=CC=C1)(C1=CC=CC=C1)C1=CC=CC=C1